C1=C(C=CC2=CC=CC=C12)C1=NC(=NC(=N1)C(Cl)(Cl)Cl)C(Cl)(Cl)Cl 2-naphthyl-4,6-bis(trichloromethyl)-s-triazine